5,6-dihydroxyhexane OC(CCCC)CO